6-methyl-1,3-benzothiazol-2-amine CC1=CC2=C(N=C(S2)N)C=C1